N1=C(C=CC=C1)OCC=1N=C2N(C=C(C=N2)C2=CC=C(C#N)C=C2)C1 4-[2-(2-pyridyloxymethyl)imidazo[1,2-a]pyrimidin-6-yl]benzonitrile